CC(C(C)N[C@@H](CS)C(=O)O)C N-(3-methyl-2-butanyl)-cysteine